NC1=CC=CC(=N1)S(=O)(=O)NC1=NC(=C(C=C1)Cl)C1=C(C=CC(=C1)F)C1CC1 6-amino-N-(5-chloro-6-(2-cyclopropyl-5-fluorophenyl)pyridin-2-yl)pyridine-2-sulfonamide